2-[4-[5-Amino-4-cyano-1-(1-methylcyclopropyl)pyrazol-3-yl]phenyl]-N-[5-(2,2-dimethylpropyl)-1,2-oxazol-3-yl]propanamide NC1=C(C(=NN1C1(CC1)C)C1=CC=C(C=C1)C(C(=O)NC1=NOC(=C1)CC(C)(C)C)C)C#N